7-fluoro-5-methoxy-2-(2-pyrimidin-2-ylpyrimidin-5-yl)-3,4-dihydro-1H-isoquinoline hydrochloride Cl.FC1=CC(=C2CCN(CC2=C1)C=1C=NC(=NC1)C1=NC=CC=N1)OC